ClC=1C=C(C=CC1F)NC1=C2C=C(NC2=C(C(=C1)C)F)C(=O)O 4-((3-chloro-4-fluorophenyl)amino)-6-methyl-7-fluoro-1H-indole-2-carboxylic acid